ethyl 2-(7-cyano-5-(2-ethoxypropan-2-yl) benzo[b]thiophen-2-yl)-4-methylthiazole-5-carboxylate C(#N)C1=CC(=CC2=C1SC(=C2)C=2SC(=C(N2)C)C(=O)OCC)C(C)(C)OCC